ethyl 3-(6-((tert-butoxycarbonyl)amino)-5-methyl-3-nitropyridin-2-yl)-2-oxopropanoate C(C)(C)(C)OC(=O)NC1=C(C=C(C(=N1)CC(C(=O)OCC)=O)[N+](=O)[O-])C